(S)-2-((((9H-fluoren-9-yl)methoxy)carbonyl)amino)-3-(5-chloro-2-(2,4-dimethylthiazol-5-yl)phenyl)propanoic acid C1=CC=CC=2C3=CC=CC=C3C(C12)COC(=O)N[C@H](C(=O)O)CC1=C(C=CC(=C1)Cl)C1=C(N=C(S1)C)C